NCCCCCNC1=C(C(=O)NC=2N=NC(=CC2)N(C)C)C=CC(=C1)F 2-((5-aminopentyl)amino)-N-(6-(dimethylamino)pyridazin-3-yl)-4-fluorobenzamide